(8-((2,4-dimethoxybenzyl)amino)-[1,2,4]triazolo[1,5-a]pyrazin-6-yl)benzonitrile COC1=C(CNC=2C=3N(C=C(N2)C2=C(C#N)C=CC=C2)N=CN3)C=CC(=C1)OC